C1(CC1)C1=CC(=CC(N1)=O)C 6-cyclopropyl-4-methylpyridin-2(1H)-one